2-[[4-[4-Hydroxy-1-piperidinyl]-6-[[(4-(ethylsulfonylamino)phenyl)methyl]amino]-2-pyrimidinyl]amino]-4-methyl-5-thiazolecarboxylic acid, ethyl ester OC1CCN(CC1)C1=NC(=NC(=C1)NCC1=CC=C(C=C1)NS(=O)(=O)CC)NC=1SC(=C(N1)C)C(=O)OCC